FC=1C=C(C=CC1C)[C@@]1(CN(CC1)C(=O)NC1=C(C=CC(=C1)C(F)(F)F)OC)C=1SC=CN1 (S)-3-(3-fluoro-4-methylphenyl)-N-(2-methoxy-5-(trifluoromethyl)phenyl)-3-(thiazol-2-yl)pyrrolidine-1-carboxamide